FC(S(=O)(=O)OC1=NC(=C(C=C1C(F)(F)F)[N+](=O)[O-])C=1OC(=NN1)C(CCC=C)(C(F)(F)F)OCC1=CC=CC=C1)(F)F [6-[5-[1-Benzyloxy-1-(trifluoromethyl)pent-4-enyl]-1,3,4-oxadiazol-2-yl]-5-nitro-3-(trifluoromethyl)-2-pyridyl] trifluoromethanesulfonate